FC1CC(C1)C(=O)NC=1N=C2N(C=C(C=C2)C2=C(C(=CC=C2)F)C)C1 3-fluoro-N-(6-(3-fluoro-2-methylphenyl)imidazo[1,2-a]pyridin-2-yl)cyclobutanecarboxamide